C1(CC1)N1CCC(CC1)N1C2CC(CC1CC2)C=2C=C(C=1N(C2)N=C(N1)C1=CC=C(C=C1)S(=O)(=O)C)C 6-(8-(1-cyclopropylpiperidin-4-yl)-8-azabicyclo[3.2.1]oct-3-yl)-8-methyl-2-(4-(methylsulfonyl)phenyl)-[1,2,4]triazolo[1,5-a]pyridine